3-(Imino((2S,5R)-7-oxo-6-(sulfooxy)-1,6-diazabicyclo[3.2.1]octan-2-yl)methoxy)propanoic acid N=C(OCCC(=O)O)[C@H]1N2C(N([C@H](CC1)C2)OS(=O)(=O)O)=O